C(CCC(=O)O)(=O)O.N[C@H]1CN(CCC1)C1=CC(N(C(N1CC1=C(C#N)C=CC(=C1)F)=O)C)=O 2-[[6-[(3R)-3-amino-1-piperidinyl]-3,4-dihydro-3-methyl-2,4-dioxo-1(2H)-pyrimidinyl]methyl]-4-fluorobenzonitrile succinate